tert-butyl (S)-2-(bis(tert-butoxycarbonyl)amino)-5-hydroxypentanoate C(C)(C)(C)OC(=O)N([C@H](C(=O)OC(C)(C)C)CCCO)C(=O)OC(C)(C)C